ClC=1C=CC2=C(N=C(O2)N2CC3(C2)CC(C3)NC(=O)C=3OC(=CC3)S(=O)(=N)C)C1 N-[2-(5-chloro-1,3-benzoxazol-2-yl)-2-azaspiro[3.3]heptan-6-yl]-5-(methylsulfonimidoyl)furan-2-carboxamide